C[Si](NCC=C)(C)C trimethyl-(allylamino)silane